C[C@@H]1OCCC2=CC(=CC(=C12)CC(=O)OC)B1OC(C(O1)(C)C)(C)C methyl (S)-2-(1-methyl-6-(4,4,5,5-tetramethyl-1,3,2-dioxaborolan-2-yl)isochroman-8-yl)acetate